2-((1-Fluorocyclopentyl)methyl)-5-(2-(imidazo[1,2-a]pyridin-7-yl)pyridin-3-yl)oxazol FC1(CCCC1)CC=1OC(=CN1)C=1C(=NC=CC1)C1=CC=2N(C=C1)C=CN2